methyl (S)-3-acetylamino-3-phenylpropionate C(C)(=O)N[C@@H](CC(=O)OC)C1=CC=CC=C1